FC(C1=CC=C(C=C1)/C=C/C(=O)NCC(=O)N1CC2=CC=C(C=C2CC1)CCC(=O)O)(F)F 3-[2-[2-[[(E)-3-[4-(trifluoromethyl)phenyl]prop-2-enoyl]amino]acetyl]-3,4-dihydro-1H-isoquinolin-6-yl]propanoic acid